OC1=CC=C(C=C1)C(CC)C(CC)C1=CC=C(C=C1)O 3,4-Bis(4-hydroxyphenyl)hexan